2,2'-bis(diphenylphosphinomethylene)-1,1'-biphenyl C1(=CC=CC=C1)P(C1=CC=CC=C1)C=C1C(C=CC=C1)=C1C(C=CC=C1)=CP(C1=CC=CC=C1)C1=CC=CC=C1